C1(CCCC1)C1=CC(=C(C(=O)NC\C=C\S(=O)(=O)C)C=C1)OC1=CC=CC=C1 (E)-4-cyclopentyl-N-(3-(methylsulfonyl)allyl)-2-phenoxybenzamide